C(C)C1=NC(=NC=C1C=1C=C(C=2N(C1)C=CN2)C)N2CCC(CC2)N2C[C@H]([C@@H](C2)OC)N (3R,4R)-1-[1-[4-ethyl-5-(8-methylimidazo[1,2-a]pyridin-6-yl)pyrimidin-2-yl]-4-piperidyl]-4-methoxy-pyrrolidin-3-amine